ClCCC1=CC=C(C=C1)CCCl 1,4-bis(chloroethyl)benzene